1-((3s,4r)-4-(3,4-difluorophenyl)-1-(2-methoxyethyl)pyrrolidin-3-yl)-3-(1-methyl-3-phenyl-5-(trifluoromethyl)-1H-pyrazol-4-yl)urea FC=1C=C(C=CC1F)[C@H]1[C@@H](CN(C1)CCOC)NC(=O)NC=1C(=NN(C1C(F)(F)F)C)C1=CC=CC=C1